4-(1H-pyrrolo[2,3-b]pyridin-1-yl)butanoic acid N1(C=CC=2C1=NC=CC2)CCCC(=O)O